5-bromo-6-fluoropyridine-2-amine BrC=1C=CC(=NC1F)N